C(C)(C)(C)OC(=O)NC[C@@H](C(=O)O)C1=CC=C(C=C1)C([2H])([2H])OC(C1=C(C=C(C=C1)C)C)=O (S)-3-((tert-butoxycarbonyl)amino)-2-(4-(((2,4-dimethylbenzoyl)oxy)methyl-d2)phenyl)propanoic acid